2-Amino-4-(6-chloro-8-fluoro-4-(6-fluoro-1,4-oxazepan-4-yl)-2-(((2R,7aS)-2-fluorotetrahydro-1H-pyrrolizin-7a(5H)-yl)methoxy)quinazolin-7-yl)-7-fluorobenzo[b]thiophene-3-carbonitrile NC1=C(C2=C(S1)C(=CC=C2C2=C(C=C1C(=NC(=NC1=C2F)OC[C@]21CCCN1C[C@@H](C2)F)N2CCOCC(C2)F)Cl)F)C#N